The molecule is an acyl-CoA that results from the formal condensation of the thiol group of coenzyme A with the carboxy group of bkos#9. It derives from a bkos#9. It is a conjugate acid of a bkos#9-CoA(4-). C[C@H]1[C@@H](C[C@H]([C@@H](O1)OCCC(=O)CC(=O)SCCNC(=O)CCNC(=O)[C@@H](C(C)(C)COP(=O)(O)OP(=O)(O)OC[C@@H]2[C@H]([C@H]([C@@H](O2)N3C=NC4=C(N=CN=C43)N)O)OP(=O)(O)O)O)O)O